(2R)-1-ethoxy-3-phenyl-propan-2-amine hydrochloride Cl.C(C)OC[C@@H](CC1=CC=CC=C1)N